3-(4-(3-hydroxypropionyl)-1-oxoisoindolin-2-yl)piperidine-2,6-dione OCCC(=O)C1=C2CN(C(C2=CC=C1)=O)C1C(NC(CC1)=O)=O